CCCC(CC(CCC)=O)=O nonane-4,6-dione